S1C(=NC=C1)OC1CCC(CC1)=O 4-(thiazolyloxy)cyclohexanone